5-((((1S,2S,4S)-2-Fluoro-4-((imidazo[1,2-a]pyridin-8-ylmethyl)amino)cyclohexyl)amino)methyl)-1,3-dimethyl-1,3-dihydro-2H-imidazo[4,5-b]pyridin-2-one F[C@@H]1[C@H](CC[C@@H](C1)NCC=1C=2N(C=CC1)C=CN2)NCC2=CC=C1C(=N2)N(C(N1C)=O)C